C(#N)C=1C=CC2=C(C1)OC(C1=C2N=C(S1)NC(=O)C=1C(=NC=NC1OC)OC)(CC)CC N-(7-cyano-4,4-diethyl-4H-chromeno[4,3-d]thiazol-2-yl)-4,6-dimethoxypyrimidine-5-carboxamide